6-[1-(2-Difluoromethyl-6-fluorophenyl)-piperidin-4-yl]-2-methyl-4-(2-trifluoromethyl-benzyl)-2,4,6,7-tetrahydro-pyrazolo[4,3-d]pyrimidin-5-one FC(C1=C(C(=CC=C1)F)N1CCC(CC1)N1C(N(C=2C(C1)=NN(C2)C)CC2=C(C=CC=C2)C(F)(F)F)=O)F